2-[[5-(4-Chlorophenyl)-1-[(2-fluorophenyl)methyl]pyrazol-3-yl]methoxy]-2-methyl-propanoic acid ClC1=CC=C(C=C1)C1=CC(=NN1CC1=C(C=CC=C1)F)COC(C(=O)O)(C)C